COC(C1=CC(=C(C=C1)O)C=NCCO)=O.S1C(SCC1)C=1C=C(C=C(C1OC)F)C(=O)C1=CC=C(C=C1)N1CCCC1 (3-(1,3-dithiolan-2-yl)-5-fluoro-4-methoxyphenyl)(4-(pyrrolidin-1-yl)phenyl)methanone methyl-4-hydroxy-3-(((2-hydroxyethyl)imino)methyl)benzoate